C(=O)O.C(#N)CN1N=C(C(=C1)C1=CN=C2N1C=CN=C2NC2=CC(=C(C(=O)NCC(N[C@H]1CNCC1)=O)C=C2)C)C(F)(F)F 4-[[3-[1-(cyanomethyl)-3-(trifluoromethyl)pyrazol-4-yl]imidazo[1,2-a]pyrazin-8-yl]amino]-2-methyl-N-[2-oxo-2-[[(3R)-pyrrolidin-3-yl]amino]ethyl]benzamide formate